C(C1=CC=CC=C1)NC(=O)C=1N(C(N2C1CN(CC2)C(C2=CC(=C(C=C2)Br)Cl)=O)=O)C2=CC(=CC=C2)C(N)=O N-benzyl-7-(4-bromo-3-chloro-benzoyl)-2-(3-carbamoylphenyl)-3-oxo-6,8-dihydro-5H-imidazo[1,5-a]pyrazine-1-carboxamide